Hexane-1,6-diyl diacrylate C(C=C)(=O)OCCCCCCOC(C=C)=O